3-(dimethylsulfamoyl)-4-(4,4,4-trifluorobutylamino)benzoic acid CN(S(=O)(=O)C=1C=C(C(=O)O)C=CC1NCCCC(F)(F)F)C